FC1=C(C=CC(=C1)[N+](=O)[O-])N1CCC(CC1)C1CC2(CN(C2)C=2C=NC(=NC2)B2OC(C(O2)(C)C)(C)C)C1 6-[1-(2-fluoro-4-nitro-phenyl)-4-piperidyl]-2-[2-(4,4,5,5-tetramethyl-1,3,2-dioxaborolan-2-yl)pyrimidin-5-yl]-2-azaspiro[3.3]heptane